t-Butyl (2S,5S)-15-amino-2-(4-diazo-3-oxobutyl)-5-isobutyl-4,7-dioxo-10,13-dioxa-3,6-diazapentadecanoate NCCOCCOCCC(N[C@H](C(N[C@H](C(=O)OC(C)(C)C)CCC(C=[N+]=[N-])=O)=O)CC(C)C)=O